CN[C@H](C(=O)OC)C (s)-methyl 2-(methylamino)-propanoate